C1(CC1)N1CCN(CC1)C1=CN=C(S1)N 5-(4-cyclopropylpiperazin-1-yl)thiazol-2-amine